Dicobalt spiro[azetidine-3,5'-tetracyclo[7.2.0.01,10.09,11]undecane]-1-carboxylic acid tert-butyl ester C(C)(C)(C)OC(=O)N1CC2(CCCC34C5C4(CCC2)C53)C1.[Co].[Co]